C(C1=CC=CC=C1)OC=1C=C(C2=CC=CC=C2C1)C(C1=CNC2=C1N=C(N=C2N2C[C@@H](N(CC2)C(=O)OCC2=CC=CC=C2)CC#N)Cl)O benzyl (2S)-4-(7-((3-(benzyloxy)naphthalen-1-yl)(hydroxy)methyl)-2-chloro-5H-pyrrolo[3,2-d]pyrimidin-4-yl)-2-(cyanomethyl)piperazine-1-carboxylate